tert-butyl ((3-oxo-1-(pyridin-4-yl)-4,6,7,8-tetrahydro-3H-9-oxa-2-thia-4-azabenzo[cd]azulen-5-yl)methyl)carbamate O=C1NC(=C2C3=C1SC(=C3OCCC2)C2=CC=NC=C2)CNC(OC(C)(C)C)=O